(R)-(5-bromo-2-(1-(5-(methylamino)nicotinoyl)piperidin-3-yl)-3-nitrophenyl)-(4-(2,2,2-Trifluoroethyl)piperazin-1-yl)methanone BrC=1C=C(C(=C(C1)C(=O)N1CCN(CC1)CC(F)(F)F)[C@@H]1CN(CCC1)C(C1=CN=CC(=C1)NC)=O)[N+](=O)[O-]